The molecule is a hydrochloride resulting from the reaction of equimolar amounts of bromhexine and hydrogen chloride. It is used as a mucolytic for the treatment of respiratory disorders associated with productive cough (i.e. a cough characterised by the production of sputum). It has a role as a mucolytic. It contains a bromhexine(1+). CN(CC1=C(C(=CC(=C1)Br)Br)N)C2CCCCC2.Cl